3-[(2-chloro-6-fluorophenyl)methyl]-4-(naphthalen-1-ylmethyl)-4,5-dihydro-1,2,4-oxadiazol-5-one ClC1=C(C(=CC=C1)F)CC1=NOC(N1CC1=CC=CC2=CC=CC=C12)=O